2-butoxy-7-((6-(3,5-dimethylpiperazin-1-yl)-5-methylpyridin-3-yl)methyl)imidazo[2,1-f][1,2,4]triazin-4-amine C(CCC)OC1=NN2C(C(=N1)N)=NC=C2CC=2C=NC(=C(C2)C)N2CC(NC(C2)C)C